ClC1=NC=C(C(=O)[O-])C(=C1)C1=C(C=CC=C1)OC 6-Chloro-4-(2-methoxyphenyl)nicotinate